OC[C@H]1C=C[C@H](C1)NC(OC(C)(C)C)=O cis-tert-butyl (4-(hydroxymethyl)cyclopent-2-en-1-yl)carbamate